bisindolyl-biphenyl N1C(=CC2=CC=CC=C12)C1=CC=C(C=C1)C1=CC=C(C=C1)C=1NC2=CC=CC=C2C1